2-(1-((6-(3,5-dichlorophenyl)-3-methyl-2-((5-(4-methylpiperazin-1-yl)pyrazin-2-yl)oxy)pyridin-4-yl)methyl)piperidin-4-yl)acetic acid ClC=1C=C(C=C(C1)Cl)C1=CC(=C(C(=N1)OC1=NC=C(N=C1)N1CCN(CC1)C)C)CN1CCC(CC1)CC(=O)O